2-((S)-2-((S)-1-((S)-2-amino-4-methylpentanoyl)pyrrolidine-2-carboxamido)-2-phenylethyl)pyridinium dichloride [Cl-].[Cl-].N[C@H](C(=O)N1[C@@H](CCC1)C(=O)N[C@@H](CC1=[NH+]C=CC=C1)C1=CC=CC=C1)CC(C)C.N[C@H](C(=O)N1[C@@H](CCC1)C(=O)N[C@@H](CC1=[NH+]C=CC=C1)C1=CC=CC=C1)CC(C)C